4'-chloro-10'-(4-((dimethylamino)methyl)piperidin-1-yl)-5'H-spiro[cyclohexane-1,7'-indolo[1,2-a]quinazolin]-5'-one ClC=1C=2C(N=C3N(C2C=CC1)C1=CC(=CC=C1C31CCCCC1)N1CCC(CC1)CN(C)C)=O